NCCCCCC[Si](OC)(OC)C (6-amino-n-hexyl)(methyl)(dimethoxy)silane